C(C1CO1)OC1(CC=CC=C1)C(CCC1=CC=CC=C1)=O 1-(2,3-epoxypropoxy)phenyl-3-phenyl-1-propanone